(S)- or (R)-5-[1-(2-Chloro-6-fluorophenyl)-piperidin-4-yl]-7-(2-cyclopropyl-benzyl)-2,4-dimethyl-2,4,5,7-tetrahydro-pyrazolo[3,4-d]pyrimidin-6-one ClC1=C(C(=CC=C1)F)N1CCC(CC1)N1C(N(C=2C([C@@H]1C)=CN(N2)C)CC2=C(C=CC=C2)C2CC2)=O |o1:19|